C(#N)N1C[C@@H](C[C@H]1C)NC(COC1=CC=C(C=C1)C1=NC(=NO1)CC1=CC(=CC=C1)C#N)=O N-((3R,5R)-1-Cyano-5-methylpyrrolidin-3-yl)-2-(4-(3-(3-cyanobenzyl)-1,2,4-oxadiazol-5-yl)phenoxy)acetamide